C(C)(=O)C1=CN(C2=CC=C(C=C12)C=1C=NC=2N(C1)N=C(C2)C)CC(=O)N2[C@@H](C[C@H](C2)F)C(=O)NCC2=C(C(=CC=C2)Cl)F (2S,4R)-1-(2-(3-acetyl-5-(2-methylpyrazolo[1,5-a]pyrimidin-6-yl)-1H-indol-1-yl)acetyl)-N-(3-chloro-2-fluorobenzyl)-4-fluoropyrrolidine-2-carboxamide